1-(4-aminopyrimidin-2-yl)-2,4-dimethylpiperidin-4-ol NC1=NC(=NC=C1)N1C(CC(CC1)(O)C)C